(R)-6-(2-(ethoxymethoxy)-4-ethynylphenyl)-5-methyl-N-((tetrahydrofuran-2-yl)methyl)-1,2,4-triazin-3-amine C(C)OCOC1=C(C=CC(=C1)C#C)C1=C(N=C(N=N1)NC[C@@H]1OCCC1)C